(E)-4-((9-Hydroxy-8-methoxy-2,2-dimethyl-7-(3-methylbut-2-en-1-yl)-6-oxo-2H,6H-pyrano[3,2-b]xanthen-5-yl)oxy)but-2-enoic acid OC1=CC=2OC=3C=C4C(=C(C3C(C2C(=C1OC)CC=C(C)C)=O)OC/C=C/C(=O)O)C=CC(O4)(C)C